CC=1C(=NC(=NC1)NC1=CC=NN1C)C=1N=C(OC1)C(=O)NCC1COC1 4-(5-methyl-2-((1-methyl-1H-pyrazol-5-yl)amino)pyrimidin-4-yl)-N-(oxetan-3-ylmethyl)oxazole-2-carboxamide